2-deoxy-2-fluoro-1,3,5-tri-O-benzoyl-α-D-arabinofuranose C1=CC=C(C=C1)C(=O)OC[C@@H]2[C@H]([C@@H]([C@H](O2)OC(=O)C3=CC=CC=C3)F)OC(=O)C4=CC=CC=C4